C1(=CC=CC2=CC=CC=C12)C=1C=C(C=CC1)NC1=CC=2C3=CC=CC=C3C3=CC=CC=C3C2C=C1 N-(3-(naphthalen-1-yl)phenyl)triphenylen-2-amine